FC1=C(C=CC(=C1)C(F)(F)F)C1=CC=C(C=N1)/C=C/C(C)=O (E)-4-(6-(2-fluoro-4-(trifluoromethyl)phenyl)pyridin-3-yl)but-3-en-2-one